C(CCCCCCCCC(=O)O)(=O)O.CNC Dimethylamine sebacate